N1=CC(=CC=C1)C#CC1=CNC=2C(=N1)N=CC2C#N 3-[2-(3-pyridinyl)ethynyl]Pyrrolo[2,3-b]Pyrazine-7-carbonitrile